N[C@@H]1C2=CC=CC=C2CC12CCN(CC2)C=2NC(C1=C(N2)NN=C1C1(CCCC1)C1=CC=CC=C1)=O (S)-6-(1-amino-1,3-dihydrospiro[indene-2,4'-piperidine]-1'-yl)-3-(1-phenylcyclopentyl)-1,5-dihydro-4H-pyrazolo[3,4-d]pyrimidin-4-one